C1(CCC1)CN1C=C(C(C(=C1)C1=NC=C(C=C1)F)=O)C(=O)O 1-(cyclobutylmethyl)-5-(5-fluoro-2-pyridinyl)-4-oxopyridine-3-carboxylic acid